(R)-1-(2,5-difluoropyridin-3-yl)ethyl (1-methyl-4-(5-((1RS,2RS)-2-nitrocyclopropane-1-carboxamido)pyridin-2-yl)-1H-1,2,3-triazol-5-yl)carbamate CN1N=NC(=C1NC(O[C@H](C)C=1C(=NC=C(C1)F)F)=O)C1=NC=C(C=C1)NC(=O)[C@H]1[C@@H](C1)[N+](=O)[O-] |&1:29,30|